4-(2,4-difluoro-5-(piperazin-1-yl)phenoxy)tetrahydro-2H-thiopyran 1-oxide FC1=C(OC2CCS(CC2)=O)C=C(C(=C1)F)N1CCNCC1